CC(C(=O)O)CCCCCCCC(CC(=O)O)C 2,10-dimethyldodecanedioic acid